2-{3-[(3R,5S)-3-ethyl-5-methylpiperazin-1-yl]-1,2,4-triazin-6-yl}-5-(2-methoxypyridin-4-yl)phenol C(C)[C@@H]1CN(C[C@@H](N1)C)C=1N=NC(=CN1)C1=C(C=C(C=C1)C1=CC(=NC=C1)OC)O